N6-(2-Amino-3-fluoropropyl)-N4-[(3-chloro-4-methylphenyl)methyl]-1-methyl-1H-pyrazolo[3,4-d]pyrimidine-4,6-diamine NC(CNC1=NC(=C2C(=N1)N(N=C2)C)NCC2=CC(=C(C=C2)C)Cl)CF